isoheptenoic acid C(C=CCC(C)C)(=O)O